NC1=C(C=2C(=NC=C(C2S1)F)C=1C2=C(C=3C=NC(=NC3C1F)N1CC(C1)N1CCOCC1)COC2)C#N 2-Amino-7-fluoro-4-(5-fluoro-3-(3-morpholinoazetidin-1-yl)-7,9-dihydrofuro[3,4-f]quinazolin-6-yl)thieno[3,2-c]pyridine-3-carbonitrile